tert-butyl (1R,5S,6r)-6-((E)-3-(dimethylamino)acryloyl)-3-azabicyclo[3.1.0]hexane-3-carboxylate tert-butyl-(1R,5S,6r)-6-acetyl-3-azabicyclo[3.1.0]hexane-3-carboxylate C(C)(C)(C)OC(=O)N1C[C@H]2C([C@H]2C1)C(C)=O.CN(/C=C/C(=O)C1[C@H]2CN(C[C@@H]12)C(=O)OC(C)(C)C)C